2-(2,6-dioxopiperidin-3-yl)-4-(((1-(1-(dispiro[2.0.24.13]heptane-7-carbonyl)piperidin-4-yl)-1H-pyrazol-4-yl)methyl)amino)isoindoline-1,3-dione O=C1NC(CCC1N1C(C2=CC=CC(=C2C1=O)NCC=1C=NN(C1)C1CCN(CC1)C(=O)C1C2(C13CC3)CC2)=O)=O